N-[5-(1H-benzimidazol-2-yl)-1-methyl-pyrazol-3-yl]-6-(2-oxa-6-azaspiro[3.3]heptan-6-yl)pyridine-3-carboxamide N1C(=NC2=C1C=CC=C2)C2=CC(=NN2C)NC(=O)C=2C=NC(=CC2)N2CC1(COC1)C2